Di-tert-butyl (5-(diisopropoxyphosphoryl)-3-methyl-2-(2-methyl-4-oxobutan-2-yl)phenyl) phosphate P(=O)(OC(C)(C)C)(OC(C)(C)C)OC1=C(C(=CC(=C1)P(=O)(OC(C)C)OC(C)C)C)C(C)(CC=O)C